C(C)(C)(C)OC(=O)N([C@H](C(=O)O)C1CC1)C (S)-2-((tert-Butoxycarbonyl)(methyl)amino)-2-cyclopropylacetic acid